O=CCOC=1C=C(C=CC1)NC(C)=O N-[3-(2-OXOETHOXY)PHENYL]ACETAMIDE